1,3-Bis(tetrahydrofurfuryl-aminomethyl)-4,5-dimethoxybenzol C(C1CCCO1)C(C1=CC(=C(C(=C1)OC)OC)C(N)CC1CCCO1)N